CCCCCCCCCCCCNC(=O)C(=C)C n-dodecylmethacrylamide